1-[tert-butoxycarbonyl(2-cyanoallyl)amino]-7-(3-pyridyl)naphthalene-2-carboxylic acid C(C)(C)(C)OC(=O)N(C1=C(C=CC2=CC=C(C=C12)C=1C=NC=CC1)C(=O)O)CC(=C)C#N